ClC=1C=C(C=C(C1)NS(=O)(=O)C)NC(=O)C=1SC=C(C1)C1=NC=CC=C1C N-(3-chloro-5-(methylsulfonamido)phenyl)-4-(3-methylpyridin-2-yl)thiophene-2-carboxamide